N-Fmoc-(4-Amino-tetrahydro-pyran-4-yl)-acetic acid C(=O)(OCC1C2=CC=CC=C2C2=CC=CC=C12)NC1(CCOCC1)CC(=O)O